(3S,10S)-7-(4-acryloylpiperazin-1-yl)-3-((4-cyclopropylpiperazin-1-yl)methyl)-10-(2,4-difluorophenyl)-9-(trifluoromethyl)-2,3-dihydro-5H-[1,4]thiazino[2,3,4-ij]quinazolin-5-one C(C=C)(=O)N1CCN(CC1)C1=NC(N2C3=C(C(=C(C=C13)C(F)(F)F)C1=C(C=C(C=C1)F)F)SC[C@@H]2CN2CCN(CC2)C2CC2)=O